benzyl 1-(6-chloropyridin-3-yl)cyclopropylcarbamate ClC1=CC=C(C=N1)C1(CC1)NC(OCC1=CC=CC=C1)=O